C(C)(C)(C)OC(CN1CC2=C(C=C(C(=C2CC1)Cl)O)O)=O 2-(5-chloro-6,8-dihydroxy-3,4-dihydroisoquinolin-2(1H)-yl)acetic acid tert-butyl ester